CC1CCC(CC1)\N=C\1/OC(C(=C1CC(=O)OCC)CC1=CC(=CC=C1)C(F)(F)F)=O Ethyl (Z)-2-(2-((4-methylcyclohexyl)imino)-5-oxo-4-(3-(trifluoromethyl)benzyl)-2,5-dihydrofuran-3-yl)acetate